1-(3-(4-(hydroxycarbamoyl)benzyl)-1,2,4-oxadiazol-5-yl)-2-(thiazol-4-yl)ethyl-3,4-dimethoxybenzamide ONC(=O)C1=CC=C(CC2=NOC(=N2)C(CC=2N=CSC2)C2=C(C(=O)N)C=CC(=C2OC)OC)C=C1